CN(C1CCCCC1)C2=NC=CC(=N2)C3=CN=C4N3C=CC=C4 The molecule is an aminopyrimidine that is N-cyclohexyl-N-methylpyrimidin-2-amine in which the pyrimidine ring is substituted at position 4 by an imidazo[1,2-a]pyridin-3-yl group. It is an inhibitor of interleukin-1 receptor-associated kinase 4 (IRAK-4; EC 2.7.11.1). It has a role as an EC 2.7.11.1 (non-specific serine/threonine protein kinase) inhibitor. It is an imidazopyridine and an aminopyrimidine.